FC=1C(=C2C(=NC(=NN2C1[2H])N[C@H]1[C@@H](CN(CC1)C1COC1)F)OC)C=1C=CC2=C(N(N=N2)CCF)C1 6-fluoro-N-((3R,4R)-3-fluoro-1-(oxetan-3-yl)piperidin-4-yl)-5-(1-(2-fluoroethyl)-1H-benzo[d][1,2,3]triazol-6-yl)-4-methoxypyrrolo[2,1-f][1,2,4]triazin-7-d-2-amine